Cl.N[C@@H](CC1=CC=CC=C1)C(=O)NCCCCCCCCCCCC L-phenylalanyl-dodecylamine hydrochloride